COC([C@H](CC(=O)OC)NC(=O)[C@H]1N2C3=C(C=CC=C3C1)CC[C@@H](C2=O)NC([C@H](C(C)C)NC(C)=O)=O)=O (S)-2-{[(2S,5S)-5-((S)-2-Acetylamino-3-methyl-butyrylamino)-4-oxo-1,2,4,5,6,7-hexahydro-azepino[3,2,1-hi]indole-2-carbonyl]-amino}-succinic acid dimethyl ester